N1CC(C1)NC=1C=CC(=C(C(=O)N[C@H](C)C=2C=C(C=CC2)C2=CC=C(S2)C(=O)NCC2OCC2)C1)C 5-(3-((R)-1-(5-(azetidin-3-ylamino)-2-methylbenzamido)ethyl)phenyl)-N-(oxetan-2-ylmethyl)thiophene-2-carboxamide